C(CCC)OC1=NN2C(C(=N1)N)=NC=C2CC=2C=NC(=C(C2)C)N2[C@@H](CNCC2)C (R)-2-butoxy-7-((5-methyl-6-(2-methylpiperazin-1-yl)pyridin-3-yl)methyl)imidazo[2,1-f][1,2,4]triazin-4-amine